ClC1=NC=C(C(=N1)NCC1=CC=C(C=C1)C=1SC=C(N1)C(F)(F)F)NC 2-chloro-N5-methyl-N4-(4-(4-(trifluoromethyl)thiazol-2-yl)benzyl)pyrimidine-4,5-diamine